C(C)(=O)N1CCN(CC1)C1CCC(CC1)N1C=CC2=C(C=CC(=C12)C)F N-(4-(4-acetylpiperazin-1-yl)cyclohexyl)-4-fluoro-7-methyl-1H-indole